(2R,5R,10S)-4-(3,3-difluoro-2,2-dimethylpropanoyl)-10-methyl-2,3,4,5-tetrahydro-2,5-methanopyrido[3,4-f][1,4]oxazepine-9-carbonitrile FC(C(C(=O)N1C[C@@H]2OC3=C([C@H]1[C@@H]2C)C=NC=C3C#N)(C)C)F